3-(3-((2,2-difluoroethyl)carbamoyl)pyrazolo[1,5-a]pyridin-5-yl)-N-(1-methylpiperidin-4-yl)-1H-pyrrolo[2,3-b]pyridine-5-carboxamide FC(CNC(=O)C=1C=NN2C1C=C(C=C2)C2=CNC1=NC=C(C=C12)C(=O)NC1CCN(CC1)C)F